FC(C1(CCCC1)OCCO)(F)F 2-((1-(trifluoromethyl)cyclopentyl)oxy)ethan-1-ol